ClC=1C=C(C(=C(C1)O)C1=CC=C2C(=N1)N=C(O2)N2C1C(OCC2)CCN(C1)C)C 5-Chloro-3-methyl-2-[2-(6-methyl-3,4a,5,7,8,8a-hexahydro-2H-pyrido[4,3-b][1,4]oxazin-4-yl)oxazolo[4,5-b]pyridin-5-yl]phenol